ClC1C=CC=C(N1C)C1=CC=NC=C1 6-chloro-N-methyl-[2,4'-bipyridine]